C(C(=O)O)(=O)O.C(C)(C)N1N=C(C2=CC=CC=C12)C=1OC(=NN1)C1CCN(CC1)CCCOC Isopropyl-3-{5-[1-(3-methoxypropyl)piperidin-4-yl]-[1,3,4]oxadiazol-2-yl}-1H-indazole oxalate